NC1CC(CC1)C(=O)NCCN1C(C=CC1=O)=O 3-amino-N-[2-(2,5-dioxo-2,5-dihydro-1H-pyrrol-1-yl)ethyl]cyclopentanecarboxamide